S1C2=C(N(CC1)C(=O)N)C=CC=C2 2,3-dihydro-4H-benzo[b][1,4]thiazine-4-carboxamide